C(C1=CC=CC=C1)(=O)OCCN1C(=NC=C1[N+](=O)[O-])C 1-(2-benzoyloxyethyl)-2-methyl-5-nitroimidazole